C(C1=CC=CC=C1)C1=CC(=NO1)C(=O)N[C@@H]1C(N(C2=C(OC1)C=CC(=C2)N2CC1(C2)CCOCC1)C)=O (S)-5-benzyl-N-(5-methyl-4-oxo-7-(7-oxa-2-azaspiro[3.5]non-2-yl)-2,3,4,5-tetrahydrobenzo[b][1,4]oxazepin-3-yl)isoxazole-3-carboxamide